2-(2-ethoxy-3-pyridinyl)-N-[(5-fluoropyrimidin-2-yl)methyl]-5-isopropyl-7-methyl-imidazo[1,5-b]pyridazin-4-amine C(C)OC1=NC=CC=C1C=1C=C(C=2N(N1)C(=NC2C(C)C)C)NCC2=NC=C(C=N2)F